NCC1(CCN(CC1)C(=O)OC(C)(C)C)C Tert-butyl 4-(aminomethyl)-4-methylpiperidine-1-carboxylate